5-hydroxytryptamine hydrochloride germinate [Ge]1(=CC=CC=C1)C(=O)O.Cl.OC1=CC=C2NC=C(CCN)C2=C1